(E)-6-chloro-2-(1,3,4-oxadiazol-2-yl)-1-methyl-1H-indole-3-carbaldehyde oxime ClC1=CC=C2C(=C(N(C2=C1)C)C=1OC=NN1)/C=N/O